4-[5-(1-hydroxy-1-methyl-ethyl)-2-[4-[2-(methylamino)ethyl]phenoxy]phenyl]-6-methyl-1-(p-tolylsulfonyl)pyrrolo[2,3-c]pyridin-7-one OC(C)(C)C=1C=CC(=C(C1)C=1C2=C(C(N(C1)C)=O)N(C=C2)S(=O)(=O)C2=CC=C(C=C2)C)OC2=CC=C(C=C2)CCNC